CN(CC=1OC=CC1)C N,N-dimethyl-2-furanmethylamine